4,4,5,5-tetramethyl-2-[5-(2-naphthylmethyl)-2-thienyl]-1,3,2-dioxaborolane CC1(OB(OC1(C)C)C=1SC(=CC1)CC1=CC2=CC=CC=C2C=C1)C